C(C)(C)(C)C1=CC=C(CC(CN)(C)N)C=C1 2-(4-tert.-butylbenzyl)-1,2-propanediamine